(2S)-2-methoxy-2-[3-methoxy-5-(trifluoromethoxy)phenyl]-N-[5-[[(3R)-1-pyridazin-3-ylpyrrolidin-3-yl]amino]-1,3,4-thiadiazol-2-yl]acetamide CO[C@H](C(=O)NC=1SC(=NN1)N[C@H]1CN(CC1)C=1N=NC=CC1)C1=CC(=CC(=C1)OC(F)(F)F)OC